1-ethyl-3-methylimidazole-dicyano-amine salt C(#N)NC#N.C(C)N1CN(C=C1)C